O1[C@@H](CC1)CN1C=NC2=C1C=CC(=C2)\C=C\C=2C=NC=CC2 1-{[(2S)-oxetan-2-yl]methyl}-5-[(1E)-2-(pyridin-3-yl)vinyl]-1H-1,3-benzodiazole